5-(2,3-dihydrobenzo[b][1,4]dioxin-6-yl)-4-fluorobenzoic acid tert-butyl ester C(C)(C)(C)OC(C1=CC=C(C(=C1)C1=CC2=C(OCCO2)C=C1)F)=O